3-[5-[(1R)-1-(3,5-dimethylpyridazin-4-yl)ethoxy]-1H-indazol-3-yl]-5-isopropoxy-benzonitrile CC=1N=NC=C(C1[C@@H](C)OC=1C=C2C(=NNC2=CC1)C=1C=C(C#N)C=C(C1)OC(C)C)C